5-(4-fluorophenyl)piperidine FC1=CC=C(C=C1)C1CCCNC1